C1(CC1)C1=NC=2N(C(=C1)O)N=CC2C(C)C 5-cyclopropyl-3-isopropylpyrazolo[1,5-a]pyrimidin-7-ol